FC1=C(CN2C(N(C(C3=CC=C(C=C23)C(=O)NCC2=C(C=C(C=C2F)F)F)C)C)=O)C(=CC=C1)NS(=O)(=O)C 1-(2-fluoro-6-(methylsulfonylamino)benzyl)-3,4-dimethyl-2-oxo-N-(2,4,6-trifluorobenzyl)-1,2,3,4-tetrahydroquinazoline-7-carboxamide